Cl.C[C@H]1C2(OC3=C(CN1)N=C(C=C3)O)CC2 (3'S)-3'-Methyl-4',5'-dihydro-3'H-spiro[cyclopropane-1,2'-pyrido[2,3-f][1,4]oxazepin]-7'-ol hydrochloride